COC=1C=C(C=C(C1)OC)\C=C/C1=CC=C(C=C1)OC 3,4',5-trimethoxy-cis-stilbene